COCCN1C[C@H]([C@@H](C1)C1=CC=CC=C1)NC(=O)NC1=CC(=NN1C)C1=CC=C(C=C1)OC 1-((3S,4R)-1-(2-methoxyethyl)-4-phenylpyrrolidin-3-yl)-3-(3-(4-methoxyphenyl)-1-methyl-1H-pyrazol-5-yl)urea